C(CC)[SiH](OC(C)C)OC(C)C propyldiisopropyloxysilane